(3,6-dichloro-2-methoxyphenyl)methanone tert-butyl-(2S,5S)-5-(((tert-butyldimethylsilyl)oxy)methyl)-2-methyl-4-(1-(quinoxalin-6-yl)ethyl)piperazine-1-carboxylate C(C)(C)(C)OC(=O)N1[C@H](CN([C@@H](C1)CO[Si](C)(C)C(C)(C)C)C(C)C=1C=C2N=CC=NC2=CC1)C.ClC=1C(=C(C(=CC1)Cl)C=O)OC